Chloro{5-(ethylsulfonyl)-1-methyl-4-[3-methyl-6-(trifluoromethyl)-3H-imidazo[4,5-b]pyridin-2-yl]-1H-imidazol-2-yl}zinc lithium chloride [Cl-].[Li+].Cl[Zn]C=1N(C(=C(N1)C1=NC=2C(=NC=C(C2)C(F)(F)F)N1C)S(=O)(=O)CC)C